4-((R,E)-3,7-dimethyl-3-vinylocta-1,6-dien-1-yl)phenyl (2E,4E,6E,8E)-3,7-dimethyl-9-(2,6,6-trimethylcyclohex-1-en-1-yl)nona-2,4,6,8-tetraenoate C\C(=C/C(=O)OC1=CC=C(C=C1)\C=C\[C@](CCC=C(C)C)(C=C)C)\C=C\C=C(\C=C\C1=C(CCCC1(C)C)C)/C